4-Aminophenyl-4-aminobenzoate NC1=CC=C(C=C1)OC(C1=CC=C(C=C1)N)=O